ClC=1C=CC(=C(C1)C1=NC=NC(=C1)OC)C=1C=NN(C1)C(F)F 4-(5-chloro-2-(1-(difluoromethyl)-1H-pyrazol-4-yl)phenyl)-6-methoxypyrimidine